(S)-1,2,3,4-Tetrahydronaphthalen-2-amine C1[C@H](CCC2=CC=CC=C12)N